C(#N)C1=CC2=C(NC(=N2)SCC2=NC=CC(=C2C)OCC(F)(F)F)C=C1 5-cyano-2-(((3-methyl-4-(2,2,2-trifluoroethoxy)pyridin-2-yl)methyl)thio)-1H-benzo[d]-imidazole